tert-butyl N-[(15R)-15-methyl-18-(trifluoromethyl)-16,22-dioxa-3,4,7,8,21-pentazatetracyclo[15.3.1.12,5.06,10]docosa-1(21),2,4,6,9,17,19-heptaen-20-yl]carbamate C[C@@H]1CCCCC2=CNN=C2C2=NN=C(C=3C(=CC(=C(O1)N3)C(F)(F)F)NC(OC(C)(C)C)=O)O2